CC1=CC=C(C=C1)C(N1C[C@@H](N(C[C@H]1C)C1=CC(N(C=2C=CC(=NC12)C#N)C)=O)C)C1=CC=C(C=C1)C 8-[(2s,5r)-4-[bis(4-methylphenyl)methyl]-2,5-dimethylpiperazin-1-yl]-5-methyl-6-oxo-5,6-dihydro-1,5-naphthyridine-2-carbonitrile